6-bromo-N,N-bis(4-(tert-butyl)phenyl)pyrene-1-amine BrC1=C2C=CC3=CC=C(C4=CC=C(C=C1)C2=C43)N(C4=CC=C(C=C4)C(C)(C)C)C4=CC=C(C=C4)C(C)(C)C